C(C)(=O)O[C@H](C)C=1C(=NC=C(C1)F)OC [(1R)-1-(5-fluoro-2-methoxy-3-pyridyl)ethyl] acetate